N-(2-(3-(Dimethylamino)propoxy)-5-(3'-methyl-2'-oxo-2',3'-dihydrospiro[cyclobutane-1,1'-pyrrolo[2,3-c]quinolin]-8'-yl)pyridin-3-yl)cyclobutanesulfonamide CN(CCCOC1=NC=C(C=C1NS(=O)(=O)C1CCC1)C1=CC=2C3=C(C=NC2C=C1)N(C(C31CCC1)=O)C)C